(((1-(4-hydroxybutyl)pyrrolidin-3-yl)methyl)azanediyl)bis(hexane-6,1-diyl) bis(2-hexyldecanoate) C(CCCCC)C(C(=O)OCCCCCCN(CCCCCCOC(C(CCCCCCCC)CCCCCC)=O)CC1CN(CC1)CCCCO)CCCCCCCC